BrC=1C=NN(C1C1=CC=C(C=C1)C1=CC=CC=C1)C1=CC=CC=C1 4-bromo-5-([1,1'-biphenyl]-4-yl)-1-phenyl-1H-pyrazole